[SH3+].FC(F)(F)C.FC(F)(F)C bis(trifluoromethylmethane) sulfonium salt